C(C(C)C)[Al](CCCCCCCCC=C)CCCCCCCCC=C isobutyldi(dec-9-en-1-yl)aluminium